C1NCCC2=CC=C(C=C12)NC=1C=CC=NC1 5-((1,2,3,4-tetrahydroisoquinolin-7-yl)amino)pyridine